9-oxo-N2,N7-di(spiro[3.3]heptan-2-yl)-9H-fluorene-2,7-disulfonamide O=C1C2=CC(=CC=C2C=2C=CC(=CC12)S(=O)(=O)NC1CC2(C1)CCC2)S(=O)(=O)NC2CC1(C2)CCC1